7-benzyl-2-chloro-7,8-dihydro-1,6-naphthyridine-6(5H)-carboxylic acid tert-butyl ester C(C)(C)(C)OC(=O)N1CC=2C=CC(=NC2CC1CC1=CC=CC=C1)Cl